methyl 2-(9-((4-(((tert-butoxycarbonyl)amino)methyl)phenyl)carbamoyl)-4,5-dihydrobenzo[b]thieno[2,3-d]oxepin-8-yl)-5-(isobutylcarbamoyl)benzoate C(C)(C)(C)OC(=O)NCC1=CC=C(C=C1)NC(=O)C1=CC2=C(OCCC3=C2SC=C3)C=C1C1=C(C(=O)OC)C=C(C=C1)C(NCC(C)C)=O